ClC=1C=NC(=NC1)N1CCC(CC1)CCCOC1=CC(=C(C(=C1)F)CC(=O)N1CC(C1)C(=O)O)F 1-[2-[4-[3-[1-(5-chloropyrimidin-2-yl)-4-piperidyl]propoxy]-2,6-difluoro-phenyl]acetyl]azetidine-3-carboxylic acid